COC=1C=C(C(=O)NC)C=CC1NCC#CC=1N(C2=CC=CC(=C2C1)NC1CCC(CC1)NC)CC(F)(F)F 3-methoxy-N-methyl-4-{[3-(4-{[(1R,4R)-4-(methylamino)cyclohexyl]amino}-1-(2,2,2-trifluoroethyl)-1H-indol-2-yl)prop-2-yn-1-yl]amino}benzamide